amino-(5R)-(N-hydroxycarbamimidoyl)-piperidine NC1N(CCCC1)C(NO)=N